N-(4-(1H-pyrazol-4-yl)phenyl)-2-(1,4-diazepan-1-yl)-5-methylpyrimidin-4-amine N1N=CC(=C1)C1=CC=C(C=C1)NC1=NC(=NC=C1C)N1CCNCCC1